FC1=CC=C(C=C1)N1N=CC2=CC(=C(C=C12)C)C12C(CN(C1)C(=O)OC(C)(C)C)CC(C2)(C2=CC=CC=C2)O tert-butyl 3a-(1-(4-fluorophenyl)-6-methyl-1H-indazol-5-yl)-5-hydroxy-5-phenylhexahydrocyclopenta[c]pyrrole-2(1H)-carboxylate